6-bromo-N-((1r,4r)-4-(2-methoxyethoxy)cyclohexyl)pyridinecarboxamide BrC1=CC=CC(=N1)C(=O)NC1CCC(CC1)OCCOC